1-(1-methyl-1H-pyrazol-4-yl)ethan-1-amine CN1N=CC(=C1)C(C)N